C(C=CCC)[Li] 2-pentenyl-lithium